(2S,5R)-2-(N-((S)-1-Ethylpyrrolidin-3-yl) carbamimidoyl)-7-oxo-1,6-diazabicyclo[3.2.1]octan-6-yl hydrogen sulfate S(=O)(=O)(ON1[C@@H]2CC[C@H](N(C1=O)C2)C(N[C@@H]2CN(CC2)CC)=N)O